sodium phenoxide-18O [18O-]C1=CC=CC=C1.[Na+]